ClC=1C=C(CNC(C2=CN=C(C=C2)C2=C(C(=CC(=C2)C(=O)NC2CC2)F)C)=O)C=CC1F N-(3-chloro-4-fluorobenzyl)-6-{5-[(cyclopropylamino)carbonyl]-3-fluoro-2-methylphenyl}nicotinamide